(R)-N-(2-Fluoro-3-hydroxy-3-methylbutyl)-4-(isopropylamino)-2-(pyridin-4-yl)thieno[2,3-b]pyridin-5-carboxamid F[C@H](CNC(=O)C=1C(=C2C(=NC1)SC(=C2)C2=CC=NC=C2)NC(C)C)C(C)(C)O